IC=1C=2N(C=NC1NC1=C(C(=CC=C1C)OC)C)C=C(N2)C 8-iodo-N-(3-methoxy-2,6-dimethylphenyl)-2-methylimidazo[1,2-c]pyrimidin-7-amine